FC1=NC=CC(=C1N1CCC(CC1)C1=C(C=2C(=NC=CN2)N(C1=O)CC1=NC=CC=C1C(F)(F)F)C)C 7-(1-(2-fluoro-4-methylpyridin-3-yl)piperidin-4-yl)-8-methyl-5-((3-(trifluoromethyl)-pyridin-2-yl)methyl)pyrido[2,3-b]pyrazin-6(5H)-one